CC1(C(=C(C(=C1)C)C)C)[Hf] (1,2,3,4-tetramethylcyclopentadienyl)hafnium